(2S)-4-{5-[2-({2-[(3S)-3-carboxybutanoyl]-6-methoxy-1-benzothiophen-5-yl}amino)ethyl]-6-methoxy-1-benzothiophen-2-yl}-2-methyl-4-oxobutanoic acid C(=O)(O)[C@H](CC(=O)C=1SC2=C(C1)C=C(C(=C2)OC)NCCC=2C(=CC1=C(C=C(S1)C(C[C@@H](C(=O)O)C)=O)C2)OC)C